FC1([C@@H]([C@@H](N(C1)C(=O)C1OCC1)CC=1C(=C(C=CC1)C1=CC(=CC(=C1)F)F)F)NS(=O)(=O)C1CC1)F N-{(2S,3R)-4,4-difluoro-1-(oxetane-2-carbonyl)-2-[(2,3',5'-trifluoro[1,1'-biphenyl]-3-yl)methyl]pyrrolidin-3-yl}-cyclopropanesulfonamide